(+/-)-4-methoxyamphetamine HCl Cl.COC1=CC=C(C[C@H](N)C)C=C1 |r|